(2r,4r)-8-(4-cyano-2-fluorophenyl)-N-cyclopropyl-6,9-dioxo-5-(4-(trifluoromethyl)benzyl)-5,8-diazaspiro[3.5]nonane-2-carboxamide C(#N)C1=CC(=C(C=C1)N1CC(N(C2(CC(C2)C(=O)NC2CC2)C1=O)CC1=CC=C(C=C1)C(F)(F)F)=O)F